ClC1=NC=C(C(=C1)C1=C(C=NC(=C1)C)C(=O)NC=1SC(=NN1)OC)C=O 2'-chloro-5'-formyl-N-(5-methoxy-1,3,4-thiadiazol-2-yl)-6-methyl-(4,4'-bipyridine)-3-carboxamide